N[C@@H](CO)C(=O)N1C[C@]([C@H](C1)C1C(C)B1)(C(=O)O)N (3R,4S)-1-(L-seryl)-3-amino-4-(3-boranopropyl)pyrrolidine-3-carboxylic acid